OC[C@@H](C1=CC=CC=C1)NC(=O)C1=CC2=C(N=C(S2)C2CCN(CC2)C)C=C1 (R)-N-(2-hydroxy-1-phenylethyl)-2-(1-methylpiperidin-4-yl)benzo[d]thiazole-6-carboxamide